FC(OC1=C(C=CC=C1)[C@H]1CCN2[C@H]1C1=CC(=CC=C1C2=O)C=2C=NC(=NC2)N2C[C@@H]1N(CC2)C(NC1)=O)F (1R,9bR)-1-(2-(difluoromethoxy)phenyl)-8-(2-((R)-3-oxohexahydroimidazo[1,5-a]pyrazin-7(1H)-yl)pyrimidin-5-yl)-2,3-dihydro-1H-pyrrolo[2,1-a]isoindol-5(9bH)-one